CC1=C2C(C(=CN(C2=NC(=C1)N1CC(C1)N1N=NC=C1)C1=NC=NS1)C(=O)O)=O 5-methyl-4-oxo-1-(1,2,4-thiadiazol-5-yl)-7-[3-(1H-1,2,3-triazol-1-yl)azetidin-1-yl]1,4-dihydro-1,8-naphthyridine-3-carboxylic acid